N1=CC=C(C=C1)OC1CCC(CC1)OC1=CC=NC=C1 4-[4-(4-pyridyloxy)cyclohexoxy]pyridine